CS(=O)(=O)O.C1CCC(CC1)C2=CC3=C(C=C2)N4CCNC5C4=C3CCC5 The molecule is a racemate composed of equimolar amounts of (R)- and (S)-tetrindole mesylate. It has a role as an antidepressant, an EC 1.4.3.4 (monoamine oxidase) inhibitor and a serotonergic agonist. It contains a (R)-tetrindole mesylate and a (S)-tetrindole mesylate.